C1(CC1)C=1C(=NSC1C(=O)OCC)C=1C=C2C=NNC2=CC1 ethyl 4-cyclopropyl-3-(1H-indazol-5-yl)-1,2-thiazole-5-carboxylate